Dimethyl-phenylsilan C[SiH](C1=CC=CC=C1)C